tert-butyl (1-(6-(tert-butylthio)-7-methoxyimidazo[1,2-a]pyridin-3-yl)-1H-pyrazol-4-yl)carbamate C(C)(C)(C)SC=1C(=CC=2N(C1)C(=CN2)N2N=CC(=C2)NC(OC(C)(C)C)=O)OC